diamino-[1,1'-biphenyl]-3,3'-dicarbonitrile NC1=C(C(=C(C=C1)C1=CC(=CC=C1)C#N)N)C#N